C1(=CC=CC=C1)C=1C2=C(C=NC1)N=C(S2)[NH-] (7-phenyl-thiazolo[4,5-c]pyridin-2-yl)-amid